(2S)-2-aminopropionic acid methyl ester hydrochloride Cl.COC([C@H](C)N)=O